N1=CC=C(C=C1)C=1C2=C(C(=NC1)NCC=1C=C(C(=O)NC3CCOCC3)C=CC1)CCO2 3-(((7-(pyridin-4-yl)-2,3-dihydrofuro[3,2-c]pyridin-4-yl)amino)methyl)-N-(tetrahydro-2H-pyran-4-yl)benzamide